N-methyl-pyrrolidoneamine CNN1C(CCC1)=O